3,4-diaminocyclohexane NC1CCCCC1N